methylaminopropyl-N,N-dimethylpropan-1,3-diamin CNCCCC(CCN)N(C)C